CC1=C[C@H]2[C@@]3(CC[C@@H](C([C@H]3CC[C@@]2([C@]4([C@@]1(C(=C(C4=O)C)O)C)C(=O)OC)C)(C)C)O)C The molecule is a 17-oxo steroid that is andrastin D in which the keto group at position 3 has undergone formal reduction to give the corresponding 3beta-hydroxy compound. It is a 15-hydroxy steroid, a 17-oxo steroid, a 3beta-hydroxy steroid, a 5beta steroid, an enol, a meroterpenoid, a methyl ester and a 3beta-hydroxy-4,4-dimethylsteroid. It derives from an andrastin D. It is a conjugate acid of an andrastin F(1-).